5-((trifluoromethyl)thio)naphthalen-2-ol FC(SC1=C2C=CC(=CC2=CC=C1)O)(F)F